(4-methylpiperazin-1-yl)(phenyl)methanone tert-butyl-3-[7-(2-methoxy-4,6-dimethyl-phenyl)-4-oxo-3H-pyrido[2,3-d]pyrimidin-2-yl]piperidine-1-carboxylate C(C)(C)(C)OC(=O)N1CC(CCC1)C=1NC(C2=C(N1)N=C(C=C2)C2=C(C=C(C=C2C)C)OC)=O.CN2CCN(CC2)C(=O)C2=CC=CC=C2